N-(5-((2-chloro-5-(trifluoromethyl)phenyl)carbamoyl)-4-methylthiazol-2-yl)-N-(3-(trifluoromethyl)phenyl)cyclopropane-1,1-dicarboxamide ClC1=C(C=C(C=C1)C(F)(F)F)NC(=O)C1=C(N=C(S1)N(C(=O)C1(CC1)C(=O)N)C1=CC(=CC=C1)C(F)(F)F)C